C(=C)S(=O)(=O)O vinylsulfonic acid